Cl.CC1=C(C=NC=2OCCNC21)N2CC=1N=C(N=CC1CC2)NC2=CC=C(C=C2)N2CCC(CC2)OC(F)(F)F 7-{8-methyl-1H,2H,3H-pyrido[2,3-b][1,4]oxazin-7-yl}-N-{4-[4-(trifluoromethoxy)piperidin-1-yl]phenyl}-5H,6H,7H,8H-pyrido[3,4-d]pyrimidin-2-amine hydrochloride